DOPAMIN HYDROCHLORID Cl.NCCC1=CC(O)=C(O)C=C1